4,5-Difluorophthalonitrile FC=1C=C(C(C#N)=CC1F)C#N